1-((2S,4R)-4-((2-((1-ethyl-1H-pyrazol-4-yl)amino)-5-fluoro-7H-pyrrolo[2,3-d]pyrimidin-4-yl)amino)-2-methylpyrrolidin-1-yl)prop-2-en-1-one propyl-N,N-dioctylcarbamate C(CC)OC(N(CCCCCCCC)CCCCCCCC)=O.C(C)N1N=CC(=C1)NC=1N=C(C2=C(N1)NC=C2F)N[C@@H]2C[C@@H](N(C2)C(C=C)=O)C